(3R)-7-ethoxy-6-[(1-naphthyl)methyl]-4-oxo-1-thia-3a-aza-3-indancarboxylic acid C(C)OC=1C(=CC(N2[C@@H](CSC12)C(=O)O)=O)CC1=CC=CC2=CC=CC=C12